ClC1=CC(=C(C=C1)CCCN([C@@H]1CC[C@H](CC1)C1=CC2=C(NC(O2)=O)C=C1)C)F 6-(trans-4-{[3-(4-Chloro-2-fluorophenyl)propyl]methylamino}-cyclohexyl)-3H-benzoxazol-2-one